C[C@@H](C1=CC=C(C=C1)CC(C)C)C(=O)O (S)-(+)-2-(4-isobutylphenyl)propionic acid